NC1=CC=C(C=N1)OC=1C=C(C=CC1)NC(=O)NC1=CC=CC=C1 1-(3-((6-aminopyridin-3-yl)oxy)phenyl)-3-phenylurea